1-(6-((7S)-4-(2,4-difluorophenyl)-7-(1,4-dimethyl-1H-pyrazol-5-yl)-3-methyl-5,6,7,8-tetrahydro-2-quinolinyl)-2,6-diazaspiro[3.4]octan-2-yl)-2-propen-1-one FC1=C(C=CC(=C1)F)C1=C(C(=NC=2C[C@H](CCC12)C1=C(C=NN1C)C)N1CC2(CN(C2)C(C=C)=O)CC1)C